BrC1=CC2=C(N=C(C=3N2C=NC3)NCC3=C(C=C(C=C3)OC)OC)N=C1 8-bromo-N-(2,4-dimethoxybenzyl)imidazo[1,5-a]pyrido[2,3-e]pyrazine-4-amine